tert-butyl (E)-2-(4-(3-(3-ethyl-6-(methylthio)benzofuran-2-yl)-3-oxoprop-1-en-1-yl)-2,6-dimethylphenoxy)-2-methylpropanoate C(C)C1=C(OC2=C1C=CC(=C2)SC)C(/C=C/C2=CC(=C(OC(C(=O)OC(C)(C)C)(C)C)C(=C2)C)C)=O